C1(=CC=C(C=C1)C1(C2=CC=CC=C2C=2C=CC=CC12)O)C1=CC=C(C=C1)C1(C2=CC=CC=C2C=2C=CC=CC12)O 9,9'-(biphenyl-4,4'-diyl)bis(9H-fluoren-9-ol)